ClC1=CC(=C(C(=N1)N)N)C 6-chloro-4-methylpyridine-2,3-diamine